(3R)-3-amino-7-(5-tert-butyl-1,3,4-oxadiazol-2-yl)-5-[[4-(cyclopropylmethoxy)phenyl]methyl]-1,1-dioxo-2,3-dihydro-1λ6,5-benzothiazepin-4-one N[C@H]1CS(C2=C(N(C1=O)CC1=CC=C(C=C1)OCC1CC1)C=C(C=C2)C=2OC(=NN2)C(C)(C)C)(=O)=O